9-ethyl-3-(5-phenyl-1H-1,2,3-triazol-1-yl)-9H-carbazole C(C)N1C2=CC=CC=C2C=2C=C(C=CC12)N1N=NC=C1C1=CC=CC=C1